CC1(O[C@H]2[C@H]([C@H](OC[C@@H]2NC2=NC(=CN=C2)C(F)(F)F)CN2CCN(CC2)CC2=CC=C(OCC(=O)O)C=C2)O1)C 2-(4-((4-(((3aS,4R,7S,7aR)-2,2-dimethyl-7-((6-(trifluoromethyl)pyrazin-2-yl)amino)tetrahydro-4H-[1,3]dioxolo[4,5-c]pyran-4-yl)methyl)piperazin-1-yl)methyl)phenoxy)acetic acid